N-[(2S,3R)-2-[(2,3'-difluoro[1,1'-biphenyl]-3-yl)methyl]-4,4-difluoro-1-(2-methyl-oxetane-2-carbonyl)pyrrolidin-3-yl]-ethanesulfonamide FC1=C(C=CC=C1C[C@@H]1N(CC([C@@H]1NS(=O)(=O)CC)(F)F)C(=O)C1(OCC1)C)C1=CC(=CC=C1)F